4-phenyl-N-methyl-L-phenylalanine C1(=CC=CC=C1)C1=CC=C(C[C@H](NC)C(=O)O)C=C1